(7-(8-ethyl-7-fluoro-3-hydroxynaphthalen-1-yl)-8-fluoro-2-(((2R,7aS)-2-fluorohexahydro-1H-pyrrolizin-7a-yl)methoxy)pyrido[4,3-d]pyrimidin-4-yl)-2-thia-7-azaspiro[4.5]decane 2-oxide C(C)C=1C(=CC=C2C=C(C=C(C12)C1=C(C=2N=C(N=C(C2C=N1)C1S(CCC12CNCCC2)=O)OC[C@]21CCCN1C[C@@H](C2)F)F)O)F